C1(CC1)C1=C(C=C(C=C1)C(C1=CC=CC=C1)NC(=O)C1N(CC(C1)F)C(CNC(=O)N1CCN(CC1)C)=O)F N-[2-(2-{[(4-cyclopropyl-3-fluorophenyl)(phenyl)methyl]carbamoyl}-4-fluoropyrrolidin-1-yl)-2-oxoethyl]-4-methylpiperazine-1-carboxamide